OC1=C(C2=C(N(C1=O)CC=1C=NN(C1)C1=CC(=CC=C1)S(=O)(=O)C)C=CS2)C(=O)O 6-hydroxy-4-({1-[3-(methylsulfonyl)phenyl]-1H-pyrazol-4-yl}methyl)-5-oxo-4,5-dihydrothieno[3,2-b]pyridine-7-carboxylic acid